O.O.C(CC(O)(C(=O)O)CC(=O)O)(=O)O citric acid, di-hydrate